2-(5-methoxy-2-nitro-phenyl)-ethylamine acetate C(C)(=O)O.COC=1C=CC(=C(C1)CCN)[N+](=O)[O-]